ClC=1C=C(C=C(C1)NCCO)NC(=O)NC1=C(C(=CC(=C1)Cl)Cl)CO 1-[3-chloro-5-(2-hydroxyethylamino)phenyl]-3-(3,5-dichloro-2-hydroxymethylphenyl)urea